NC1=CC=C(C=2C(C3=C(C=CC(=C3C(C12)=O)N)N)=O)N 1,4,5,8-tetra-aminoanthraquinone